O=C1NC(CCC1N1C(C2=CC=C(C=C2C1=O)N1CC2(CCC1)CCN(CC2)CC2CCN(CC2)C(=O)OC(C)(C)C)=O)=O tert-butyl 4-((2-(2-(2,6-dioxopiperidin-3-yl)-1,3-dioxoisoindolin-5-yl)-2,9-diazaspiro[5.5]undecan-9-yl)methyl)piperidine-1-carboxylate